FC1=C(C=CC(=C1)S(F)(F)(F)(F)F)COC1CN(C1)C(=O)N1C[C@@H]2[C@@H](OCC(N2)=O)CC1 (4aR,8aS)-6-[3-[[2-fluoro-4-(pentafluoro-lambda6-sulfanyl)phenyl]methoxy]azetidine-1-carbonyl]-4,4a,5,7,8,8a-hexahydropyrido[4,3-b][1,4]oxazin-3-one